6-bromo-2-thiouracil BrC1=CC(NC(N1)=S)=O